5-amino-7-(4-cyanophenyl)-3-(p-tolyl)-7H-thiazolo[3,2-a]pyrimidine-6-carbonitrile NC1=C(C(N=C2N1C(=CS2)C2=CC=C(C=C2)C)C2=CC=C(C=C2)C#N)C#N